[Na].FC(CO)(F)F trifluoroethanol sodium salt